ClC1=NC(=NC(=N1)Cl)Cl 1,3,5-trichlorotriazabenzene